3-bromo-α,α-difluoro-5-(trifluoromethyl)-phenylpropionic acid BrC=1C=C(C=C(C1)C(F)(F)F)CC(C(=O)O)(F)F